ClC=1C=C(C=CC1)C=1C=C(C=CC1)C1=CC(=CC=C1)C1=NC(=CC(=N1)C1=CC=CC=C1)C1=CC=CC=C1 2-(3''-chloro-[1,1':3',1''-terphenyl]-3-yl)-4,6-diphenylpyrimidine